BrC1=CC=C(C=C1)S(=O)(C(F)(F)F)=N (4-bromophenyl)(imino)(tri-fluoromethyl)-λ6-sulfanone